FC1=C(C(=CC2=C1OC(CO2)COC2OCCCC2)C#N)I 8-fluoro-7-iodo-2-(((tetrahydro-2H-pyran-2-yl)oxy)methyl)-2,3-dihydrobenzo[b][1,4]dioxin-6-carbonitrile